O=C(CCCCCCC\C=C/C\C=C/CCCCC)OCC(COC=O)COC(CCC(OCCCCCCCC)OCCCCCCCC)=O methanoic acid-2-({[(10Z,12Z)-1-oxooctadec-9,12-dienyl] oxy} methyl)-8-(octyloxy)-5-oxo-4,9-dioxaheptadec-1-yl ester